O=C1C=CC(=CN1C=1SC=CN1)C(=O)OC Methyl 6-oxo-1-thiazol-2-yl-pyridine-3-carboxylate